N1(CCOCC1)CCO 4-morpholineethanol